C(C=C)(=O)NC([C@@H](N)CC(N)=O)=O N-acryloyl-asparagine amide